((2-fluorobenzyl)amino)butan-2-one FC1=C(CNCC(CC)=O)C=CC=C1